2-(2-fluoro-2-chlorophenyl)-4-difluoromethyl-2,4-dihydro-5-methyl-3H-1,2,4-triazol-3-one FC1(C(C=CC=C1)N1N=C(N(C1=O)C(F)F)C)Cl